5-(3-vinylphenyl)isoxazolePropanediol phosphate P(=O)(O)(O)OC(CCC1=NOC(=C1)C1=CC(=CC=C1)C=C)O